1-tert-butyldimethylsilyloxyimino-3-n-butyl-3-hydroxy-4-chloro-2,3-dihydro-isoindole [Si](C)(C)(C(C)(C)C)ON=C1NC(C2=C(C=CC=C12)Cl)(O)CCCC